4-[3,6-bis(1-fluoroethyl)cyclohexen-1-yl]but-3-en-2-one FC(C)C1C=C(C(CC1)C(C)F)C=CC(C)=O